5-bromo-N-(tert-butyl)-4-(difluoromethyl)pyridin-2-amine BrC=1C(=CC(=NC1)NC(C)(C)C)C(F)F